3-[6-(2-chloro-4-fluoro-5-methoxy-phenyl)-3-(5-chloro-4-methyl-3-pyridyl)-2,4-dioxo-thieno[3,2-d]pyrimidin-1-yl]propanenitrile ClC1=C(C=C(C(=C1)F)OC)C1=CC=2N(C(N(C(C2S1)=O)C=1C=NC=C(C1C)Cl)=O)CCC#N